BrC=1C(=C2C(=NC1)N=C(N2)C2=C(N(C(=C2)C)C=2C=C(C=CC2C)C(C(=O)N)N2CCN(CC2)C)C)N[C@@H]2CN(CC2)S(=O)(=O)CC (3-(3-(6-bromo-7-(((S)-1-(ethylsulfonyl)pyrrolidin-3-yl)amino)-1H-imidazo[4,5-b]pyridin-2-yl)-2,5-dimethyl-1H-pyrrol-1-yl)-4-methylphenyl)-2-(4-methylpiperazin-1-yl)acetamide